ethylpyrazolo[1,5-a]pyridine C(C)C1=NN2C(C=CC=C2)=C1